2,4-diamino-heptyloxybenzene NC(COC1=CC=CC=C1)CC(CCC)N